(R)-N-benzyl-1-(1H-indol-3-yl)propan-2-amine C(C1=CC=CC=C1)N[C@@H](CC1=CNC2=CC=CC=C12)C